Ethyl 2-(4-(((5-(3-fluoro-4-(trifluoromethyl) phenyl)-1,3,4-thiadiazol-2-yl) methyl) thio)-2-methylphenoxy)-2-methylpropionate FC=1C=C(C=CC1C(F)(F)F)C1=NN=C(S1)CSC1=CC(=C(OC(C(=O)OCC)(C)C)C=C1)C